FCCO[Si](C)(OCCF)OCCF tris(2-fluoroethoxy)(methyl)silane